(S)-4-chloro-6-(3-(6-(4-methyl-4H-1,2,4-triazol-3-yl)-2-oxaspiro[3.3]heptane-6-yl)phenyl)-2-((3-methylpiperidin-1-yl)methyl)-1,6-dihydro-7H-pyrrolo[2,3-c]pyridin-7-one ClC=1C2=C(C(N(C1)C1=CC(=CC=C1)C1(CC3(COC3)C1)C1=NN=CN1C)=O)NC(=C2)CN2C[C@H](CCC2)C